CC=1N=CSC1C1=CC=CC=C1 (S)-1-(4-methylthiazol-5-yl)benzene